ClC=1C=C(C=C(C1OC1=NN(C(C=C1)=O)C1=CC=CC=C1)Cl)N1N=C(C(NC1=O)=O)C#N 2-[3,5-dichloro-4-(6-oxo-1-phenyl-1,6-dihydropyridazin-3-yl)oxy-phenyl]-3,5-dioxo-1,2,4-triazine-6-carbonitrile